1-fluoro-2-(methylsulfanyl)-4-nitrobenzene FC1=C(C=C(C=C1)[N+](=O)[O-])SC